1-(4-isopropyl-1-cyclohexen-1-yl)-2-butanone C(C)(C)C1CC=C(CC1)CC(CC)=O